3,3-dimethyl-2,4-dioxobutyric acid ethyl ester C(C)OC(C(C(C=O)(C)C)=O)=O